COCCC(=O)OCCN(C)C 2-(dimethylamino)ethyl 3-methoxypropanoate